3-(Cyclobutyl(4-methyl-4H-1,2,4-triazol-3-yl)methyl)aniline Methyl-2-(3-bromophenyl)acetate COC(CC1=CC(=CC=C1)Br)=O.C1(CCC1)C(C=1C=C(N)C=CC1)C1=NN=CN1C